trans-2-(methylamino)cyclohexanecarboxylic acid CN[C@H]1[C@@H](CCCC1)C(=O)O